3-aminocaproate NC(CC(=O)[O-])CCC